cycloheptatriene formate salt C(=O)O.C1=CC=CC=CC1